5-{3-[3,5-dibromo-2-(2-p-tolyl-ethoxy)-benzylamino]-propylamino}-4H-thieno[3,2-b]pyridin-7-one BrC=1C(=C(CNCCCNC2=CC(C3=C(N2)C=CS3)=O)C=C(C1)Br)OCCC1=CC=C(C=C1)C